5-methyl-5-propargyloxylcarbonyl-1,3-dioxane-2-one CC1(COC(OC1)=O)C(=O)OCC#C